C1=CC=CC=2C3=CC=CC=C3N(C12)C=1C=C(C=CC1)C1=CC(=CC=C1)C1=NC2=C3C(=C4C(=C2N=C1)C=CC=C4)C=CC=C3 2-[3'-(9H-carbazol-9-yl)biphenyl-3-yl]dibenzo[f,H]quinoxaline